BrC1=C(C=C(C=C1OC)CO)OC (4-bromo-3,5-dimethoxyphenyl)methanol